BrC1=CC=C2C=NN(C2=C1)C1C(NC(CC1)=O)=O 3-(6-bromo-1H-indazol-1-yl)piperidine-2,6-dione